(E)-1-(2,4-Dihydroxyphenyl)-3-[4-[4-[(E)-3-(2,4-dihydroxyphenyl)-3-oxoprop-1-enyl]-2-hydroxyphenoxy]phenyl]prop-2-en-1-one OC1=C(C=CC(=C1)O)C(\C=C\C1=CC=C(C=C1)OC1=C(C=C(C=C1)\C=C\C(=O)C1=C(C=C(C=C1)O)O)O)=O